NC=1C=C(C=CC1)N(C(OC(C)(C)C)=O)C tert-Butyl (3-aminophenyl)-methyl-carbamate